N-(3-chloro-5-(methylsulfonyl)phenyl)-5-cyano-1-(pyridin-2-yl)-1H-pyrrole-3-carboxamide ClC=1C=C(C=C(C1)S(=O)(=O)C)NC(=O)C1=CN(C(=C1)C#N)C1=NC=CC=C1